6-methyl-N-((R)-1-phenylethyl)-2,3,4,9-tetrahydro-1H-carbazol-1-amine CC=1C=C2C=3CCCC(C3NC2=CC1)N[C@H](C)C1=CC=CC=C1